2-methylnonadecanol CC(CO)CCCCCCCCCCCCCCCCC